BrC1=CC=C(CNCC(=O)O)C=C1 N-4-bromobenzyl-glycine